FC=1C(=C(C=CC1F)[C@H]1[C@H](O[C@]([C@H]1CC)(C(F)(F)F)C)C(=O)NC1=CC(=NC=C1)C(=O)N)OC (2S,3S,4S,5R)-4-[[3-(3,4-difluoro-2-methoxy-phenyl)-4-ethyl-5-methyl-5-(trifluoromethyl)tetrahydrofuran-2-carbonyl]amino]pyridine-2-carboxamide